COCCOC1=CC=C(C=C1)NC=1C=C(C=C2C=CNC(C12)=O)N1CC(CC1)NC(C=C)=O N-(1-(8-((4-(2-methoxyethoxy)phenyl)amino)-1-oxo-1,2-dihydroisoquinolin-6-yl)pyrrolidin-3-yl)acrylamide